C[C@@](C(=O)O)(C(C)(C)C)N1N=NC(=C1)C(F)(F)F methyl-(S)-3,3-dimethyl-2-(4-(trifluoromethyl)-1H-1,2,3-triazol-1-yl)butanoic acid